COC=1C=C(C(=O)OCCCN2CCN(CCC2)CCCOC(C2=CC(=C(C(=C2)OC)OC)OC)=O)C=C(C1OC)OC 3-[4-[3-(3,4,5-trimethoxybenzoyl)oxypropyl]-1,4-diazepan-1-yl]propyl 3,4,5-trimethoxybenzoate